3-(trifluoromethyl)-1,2,4-triazole FC(C1=NNC=N1)(F)F